dibenzyl-[N1,N2-bis((1H-benzo[d]imidazol-2-yl)methyl)-N1,N2-dimethylethane-1,2-diamine] hafnium [Hf].C(C1=CC=CC=C1)C(C(N(C)CC1=NC2=C(N1)C=CC=C2)CC2=CC=CC=C2)N(C)CC2=NC1=C(N2)C=CC=C1